CON=C(CCC=C)C=1C=C(C=CC1)C 1-(m-tolyl)pent-4-en-1-one O-methyloxime